[3-(4-pyridyl)phenyl]thiazol-2-amine N1=CC=C(C=C1)C=1C=C(C=CC1)C=1N=C(SC1)N